[2-(4-hydroxy-naphthalen-2-ylamino)-5-methyl-pyrimidin-4-ylamino]-3H-benzoxazol-2-one OC1=CC(=CC2=CC=CC=C12)NC1=NC=C(C(=N1)NN1C(OC2=C1C=CC=C2)=O)C